5-[(2-aminoethyl)amino]naphthalene NCCNC1=C2C=CC=CC2=CC=C1